(R)-6-Fluoro-4-(4-fluorophenyl)-N-(1-isopropylpyrrolidin-3-yl)-3,4-dihydroquinoxaline FC=1C=C2N(CCN(C2=CC1)[C@H]1CN(CC1)C(C)C)C1=CC=C(C=C1)F